Thioserin N[C@@H](CO)C(=S)O